O1C(=CC=C1)C(=O)O furanecarboxylic acid